C1(=CC=CC=C1)C(CCCCCCCCCCCC(C1=CC=CC=C1)(C1=CC=CC=C1)C1=CC=CC=C1)P(O)(O)OCC(CO)(CO)CO pentaerythritol tetraphenyltridecyl-phosphite